The molecule is an ethyl 2-{4-[(6-chloroquinoxalin-2-yl)oxy]phenoxy}propanoate that has R configuration. A proherbicide for quizalofop-P, it is used to control annual and perennial grass weeds in a variety of crops, including potatoes, sugar beet, peanuts, cotton and flax. It has a role as a proherbicide and an agrochemical. It is an ethyl 2-{4-[(6-chloroquinoxalin-2-yl)oxy]phenoxy}propanoate and a quinoxaline herbicide. It derives from a quizalofop-P. It is an enantiomer of a (S)-quizalofop-ethyl. CCOC(=O)[C@@H](C)OC1=CC=C(C=C1)OC2=CN=C3C=C(C=CC3=N2)Cl